Cl.C(C)(C)(C)C1=CC(=NO1)NC(NC1=CC=C2C(C(NC2=C1)=O)=CC1=C(C(=C(N1)C)NC(=O)C1CNCC1)C)=O N-(5-((6-(3-(5-(tert-butyl)isoxazol-3-yl)ureido)-2-oxindole-3-ylidene)methyl)-2,4-dimethyl-1H-pyrrol-3-yl)pyrrolidine-3-carboxamide hydrochloride salt